methyl (6S,10R)-10-(1,3-benzodioxol-5-yl)-6-butyl-3,8-dioxo-1-(2-thienyl)-2-(2-thienylmethyl)-4-oxa-2,7,9-triazadodecan-12-oate O1COC2=C1C=CC(=C2)[C@H](NC(N[C@H](COC(N(CC=2SC=CC2)CC=2SC=CC2)=O)CCCC)=O)CC(=O)OC